SC1=CC=C(C=N1)CC(=O)N (6-mercapto-3-pyridyl)acetamide